C(C)(C)(C)OC(=O)N1C2=C(OCC1)C(=CC(=N2)C2=NC(=CC=C2)C)C=2C=C(C=NC2)C(=O)OC methyl 5-{4-[(tert-butoxy)carbonyl]-6-(6-methylpyridin-2-yl)-2H,3H,4H-pyrido[3,2-b][1,4]oxazin-8-yl}pyridine-3-carboxylate